(R)-N1-cyclopentyl-5,5-difluorohexane-1,2-diamine C1(CCCC1)NC[C@@H](CCC(C)(F)F)N